O1[C@@H]2[C@@H](NCC1)CN(C2)C2=NC1=C(N2CC2=NC=C(C#N)C=C2)C=CC=C1 6-((2-((4aS,7aS)-Hexahydropyrrolo[3,4-b][1,4]oxazin-6(2H)-yl)-1H-benzo[d]imidazol-1-yl)methyl)nicotinonitril